C(C)(=O)O.C(C)N(C(O)=O)C1=NC2=C(N1)C=CC(=C2)C2=NNC(C1=CC=CC=C21)=O.C(#C)C=2SC=C(N2)NC(=O)N2CCN(CC2)C2=CC=C(C=C2)C=2C=1N(C=CC2)C=NC1.C(#C)C=1SC=C(N1)NC(=O)N1CCN(CC1)C1=CC=C(C=C1)C=1C=2N(C=CC1)C=NC2.C(C)N(C(O)=O)C2=NC1=C(N2)C=CC(=C1)C1=NNC(C2=CC=CC=C12)=O N-(2-ethynyl-thiazol-4-yl)-4-(4-(imidazo[1,5-a]pyridin-8-yl)phenyl)piperazine-1-carboxamide ethyl-(5-(4-oxo-3,4-dihydrophthalazin-1-yl)-1H-benzimidazol-2-yl)carbamate hemi-acetate